BrC=1C(=C2CCN(C(C2=CC1)=O)C1CCN(CC1)C(=O)OC(C)(C)C)F tert-butyl 4-(6-bromo-5-fluoro-1-oxo-3,4-dihydroisoquinolin-2-yl)piperidine-1-carboxylate